C(=O)NC1=C(C=CC=C1)C1=CC=C(C=C1)CN1C(=NC2=C1C(=CC=C2)C(=O)O)OCC 1-[[2'-formamido[1,1'-biphenyl]-4-yl]methyl]-2-ethoxy-1H-benzimidazole-7-carboxylic acid